FC(OC=1C=C2CCNCC2=CC1[N+](=O)[O-])F 6-(difluoromethoxy)-7-nitro-1,2,3,4-tetrahydroisoquinoline